m-fluorophenethylammonium iodide [I-].FC=1C=C(CC[NH3+])C=CC1